N-(4-(6-methoxy-7-(3-(4-methylpiperazin-1-yl)propoxy)quinazolin-4-yl)phenyl)-2-(3-(trifluoromethyl)phenyl)acetamide COC=1C=C2C(=NC=NC2=CC1OCCCN1CCN(CC1)C)C1=CC=C(C=C1)NC(CC1=CC(=CC=C1)C(F)(F)F)=O